1-(2-((2-((3-chloro-2-fluorobenzyl)amino)-2-oxoethyl)(methyl)amino)-2-oxoethyl)-1H-indazole-3-carboxamide ClC=1C(=C(CNC(CN(C(CN2N=C(C3=CC=CC=C23)C(=O)N)=O)C)=O)C=CC1)F